tert-Butyl 4-(((1s,5s)-9-borabicyclo[3.3.1]nonan-9-yl)methyl)piperidine-1-carboxylate C12CCCC(CCC1)B2CC2CCN(CC2)C(=O)OC(C)(C)C